[N+](=O)([O-])C=1C=C(C(=CC1)NC[C@H]1OCC1)N (S)-4-nitro-N1-(oxetan-2-ylmethyl)benzene-1,2-diamine